FC(C=1N2C=C(C=C2C=CC1)C(=O)O)(F)F 5-(trifluoromethyl)indolizine-2-carboxylic acid